CC1(C=CC=2C=C3C4=C(NC3=CC2O1)C1=C(OC4)C=CC=C1)C 10,10-dimethyl-10,13-dihydro-6H-benzopyrano[4,3-b]pyrano[3,2-f]indole